C(C)(CC)C1C(CCCC1)C=O 2-(sec-butyl)cyclohexane-1-carbaldehyde